2-amino-3-phenyl-propionic acid ethyl ester C(C)OC(C(CC1=CC=CC=C1)N)=O